peroxypivalic acid 1,1,2-trimethylpropyl ester CC(C(C)C)(C)OOC(C(C)(C)C)=O